methyl ((1-((3-((5-ethynyl-2-methoxyphenyl)sulfonamido)-4-methoxybenzo[d]isoxazol-6-yl)methyl)-1H-pyrazol-4-yl)methyl)carbamate C(#C)C=1C=CC(=C(C1)S(=O)(=O)NC1=NOC2=C1C(=CC(=C2)CN2N=CC(=C2)CNC(OC)=O)OC)OC